S(O)(=O)(=O)OC(C=C)=O acrylic acid sulfuric anhydride